ClC=1N=C(C=2N=C3N(C(C2N1)=O)CCC3)C3=C(C=C(C=C3)F)F 2-chloro-4-(2,4-difluorophenyl)-7,8-dihydropyrimido[5,4-d]pyrrolo[1,2-a]pyrimidin-10(6H)-one